(2',6'-dimethyl-[1,1'-biphenyl]-2-yl)phosphine CC1=C(C(=CC=C1)C)C1=C(C=CC=C1)P